methyl 5-[[4-[bis[(4-methoxyphenyl) methyl] sulfamoyl]-3-fluoro-phenyl] methyl]-3-bromo-1H-pyrrole-2-carboxylate COC1=CC=C(C=C1)CN(S(=O)(=O)C1=C(C=C(C=C1)CC1=CC(=C(N1)C(=O)OC)Br)F)CC1=CC=C(C=C1)OC